N1CCC12CCOCC2 7-oxa-1-azaspiro[3.5]nonan